CON(C(=O)C=1C=C2C(=NC1)OCC(O2)(C)C)C N-methoxy-N,2,2-trimethyl-2,3-dihydro-[1,4]dioxino[2,3-b]pyridine-7-carboxamide